O=C1NC(CCC1N1C(C2=CC=C(C=C2C1=O)N1CC2(CCC1)CCN(CC2)C2CCN(CC2)C2CCN(CC2)C2=C(C=C(C(=C2)OC)[N+](=O)[O-])C=2C=NN(C2)C)=O)=O 2-(2,6-Dioxopiperidin-3-yl)-5-(9-(1'-(5-methoxy-2-(1-methyl-1H-pyrazol-4-yl)-4-nitrophenyl)-[1,4'-bipiperidin]-4-yl)-2,9-diazaspiro[5.5]undec-2-yl)isoindoline-1,3-dione